Cl.ClC1=CC(=C(C=C1)C1=CC=C(C=C1)N1CCN(CC1)CC(C)(C)C)N1CC(CCC1)N1N=CC(=C1C(F)F)C(=O)O (1-{4-Chloro-4'-[4-(2,2-dimethylpropyl)piperazin-1-yl][biphenyl]-2-yl}piperidin-3-yl)-5-(difluoromethyl)-1H-pyrazole-4-carboxylic acid hydrochloride